FC(CC(=O)O)(F)F 3,3,3-trifluoro-propionic acid